tert-butyl N-[2-[2-[2-[1-(2,6-dioxo-3-piperidyl)-3-methyl-2-oxo-benzimidazol-5-yl]-oxyethoxy]ethoxy]ethyl]carbamate O=C1NC(CCC1N1C(N(C2=C1C=CC(=C2)OCCOCCOCCNC(OC(C)(C)C)=O)C)=O)=O